C(C1=CC=CC=C1)N1C=NC2=C1C1=C(SC2=O)C=CC=C1 1-Benzyl-[1]benzothiopyrano[3,4-d]imidazol-4(1H)-one